N-succinimidyloxycarbonyl-α-methyl-d-(2-pyridylthio)toluene C1(CCC(N1OC(=O)N1C(C=CC=C1)SC(C1=CC=CC=C1)C[2H])=O)=O